C(C)(C)(C)OC(=O)N([C@H](C(=O)OCC1=CC=CC=C1)CC1=CC=C(C=C1)C1=CC=CC=C1)C benzyl (2S)-2-[[(tert-butoxy)carbonyl](methyl)amino]-3-(4-phenylphenyl)propanoate